C1C(CC12CCNCC2)N2CCC(CC2)NC(OCC2=CC=CC=C2)=O benzyl (1-(7-azaspiro[3.5]nonan-2-yl)piperidin-4-yl)carbamate